ClC=1C=C2C=CC(=CC2=CC1)COC=1N=NNC1C(=O)O 4-((6-chloronaphthalen-2-yl)methoxy)-1H-1,2,3-triazole-5-carboxylic acid